2-(3-bromophenyl)-2,3-dihydroquinazolin-4(1H)-one BrC=1C=C(C=CC1)C1NC2=CC=CC=C2C(N1)=O